N-(3-(2'-fluoro-[1,1'-biphenyl]-4-yl)propyl)-6-(trifluoromethyl)nicotinamide FC1=C(C=CC=C1)C1=CC=C(C=C1)CCCNC(C1=CN=C(C=C1)C(F)(F)F)=O